C(C)(C)(C)OC(=O)N1CCN(CC1)CC1=CC(=C(C=C1)C1=CC=C(C=C1)Cl)CN1CCN(CC1)C1=CC=C(C(=O)O)C=C1 4-(4-((4-((4-(tert-butoxycarbonyl)piperazin-1-yl)methyl)-4'-chloro-[1,1'-biphenyl]-2-yl)methyl)piperazin-1-yl)benzoic acid